(4-(amino(4,5-dichloro-2-hydroxyphenyl)methyl)piperidin-1-yl)((R)-pyrrolidin-3-yl)methanone NC(C1CCN(CC1)C(=O)[C@H]1CNCC1)C1=C(C=C(C(=C1)Cl)Cl)O